FC=1C=C2N=CC=3N(C(N4C(COC(=C2C34)C1C=1C=NC(=CC1)OCCCN1CCCCC1)COC)=O)C 6-fluoro-10-(methoxymethyl)-2-methyl-7-(6-(3-(piperidin-1-yl)propoxy)pyridin-3-yl)-9,10-dihydro-8-oxa-2,4,10a-triazanaphtho[2,1,8-cde]azulen-1(2H)-one